C[C@@H]1COCCN1C1=NC2=C(N=CC=C2C(=C1)C(C#N)C)C1=CC=NN1 (2-((R)-3-methylmorpholino)-8-(1H-pyrazol-5-yl)-1,7-naphthyridin-4-yl)propionitrile